2-bromo-N,N-diethylethan-1-amine BrCCN(CC)CC